1-(3-thienyl)ethanamine S1C=C(C=C1)C(C)N